1-(4-methoxynaphthalene-1-yl)-2-(4-methylphenyl)ethane COC1=CC=C(C2=CC=CC=C12)CCC1=CC=C(C=C1)C